tert-butyl 4-(3-(1,3-dimethyl-1H-indazol-6-yl)-1,2,4-oxadiazol-5-yl)piperazine-1-carboxylate CN1N=C(C2=CC=C(C=C12)C1=NOC(=N1)N1CCN(CC1)C(=O)OC(C)(C)C)C